2-(2-(2-(4,6-Divinyl-1,3,5-triazin-2-yl)piperazin-1-yl)ethoxy)propanoic acid C(=C)C1=NC(=NC(=N1)C=C)C1N(CCNC1)CCOC(C(=O)O)C